3-Chloro-5,6-diphenyl-1,2,4-triazin ClC=1N=NC(=C(N1)C1=CC=CC=C1)C1=CC=CC=C1